BrC1=CC(=C(C=C1)CCNC1=CC(=NC=N1)C1=CC(=CS1)OCC)F 5-{6-[2-(4-Bromo-2-fluoro-phenyl)-ethylamino]-pyrimidin-4-yl}-3-ethoxy-thiophen